3-Amino-N-((1s,3R)-3-hydroxy-3-(trifluoromethyl)cyclobutyl)-6-(2-(methyl-d3)-5-((S)-1,1,1-trifluoro-2,3-dihydroxypropan-2-yl)phenyl)pyrazine-2-carboxamide, trifluoroacetate salt FC(C(=O)O)(F)F.NC=1C(=NC(=CN1)C1=C(C=CC(=C1)[C@@](C(F)(F)F)(CO)O)C([2H])([2H])[2H])C(=O)NC1CC(C1)(C(F)(F)F)O